CC1(C2=CC=CC=C2C=2C=CC(=CC12)NC=1C=CC2=C(SC3=C2C=CC=C3)C1)C N-(9,9-dimethyl-9H-fluoren-2-yl)dibenzo[b,d]thiophen-3-amine